CC(C)(C1CCC(CC1)O)C1CCC(CC1)O 4,4'-(propane-2,2-diyl)bis(cyclohexan-1-ol)